SOC=1C(C(=O)[O-])=CC=CC1.[Na+] sodium mercaptosalicylate